BrC1=C(C=O)C=C(C(=C1)C=O)C(C)(C)C 2-bromo-5-tert-butyl-terephthalaldehyde